(R)-N-[(1E)-(5-chloropyridin-3-yl)methylene]-2-methylpropane-2-sulfinamide ClC=1C=C(C=NC1)\C=N\[S@](=O)C(C)(C)C